3-(methylsulfonyl)-1-(5-((4-(trifluoromethyl)benzyl)oxy)-3,4-dihydroisoquinolin-2(1H)-yl)propan-1-one CS(=O)(=O)CCC(=O)N1CC2=CC=CC(=C2CC1)OCC1=CC=C(C=C1)C(F)(F)F